(R)-3-((3-aminophenyl)amino)piperidine-2,6-dione NC=1C=C(C=CC1)N[C@H]1C(NC(CC1)=O)=O